C(#C)C1CCC2(CN(C2)C(=O)OC(C)(C)C)CC1 tert-Butyl 7-ethynyl-2-azaspiro[3.5]nonane-2-carboxylate